O=C1OC(CN1)(CCOCC1=CC=CC=C1)CNC(OC(C)(C)C)=O tert-Butyl N-[[2-oxo-5-(2-phenylmethoxyethyl)-1,3-oxazolidin-5-yl]methyl]carbamate